tert-butyl (1R,5S)-3-benzyl-6-(2-ethoxy-2-oxoethylidene)-3,8-diazabicyclo[3.2.1]octane-8-carboxylate C(C1=CC=CC=C1)N1C[C@H]2CC([C@@H](C1)N2C(=O)OC(C)(C)C)=CC(=O)OCC